4-(5-aminopentyl)-N-((R)-3-((S)-2-aminopropyl)-4-(4-hydroxybenzyl)-5-oxoimidazolidin-1-yl)-1-(4-fluorobenzyl)-5-oxopyrrolidine-3-carboxamide NCCCCCC1C(CN(C1=O)CC1=CC=C(C=C1)F)C(=O)NN1CN([C@@H](C1=O)CC1=CC=C(C=C1)O)C[C@H](C)N